BrC=1C=C(C(N(C1)CC1=C(C=CC=C1)F)=O)C(=O)NC 5-bromo-1-(2-fluorobenzyl)-N-methyl-2-oxo-1,2-dihydropyridine-3-carboxamide